N-Ethyl-7-(3-(4-fluoro-2,6-dimethylphenoxy)-5-(trifluoromethyl)phenyl)-5-methyl-4-oxo-4,5-dihydrothieno[3,2-c]pyridine-2-carboxamide C(C)NC(=O)C1=CC=2C(N(C=C(C2S1)C1=CC(=CC(=C1)C(F)(F)F)OC1=C(C=C(C=C1C)F)C)C)=O